ClC=1C=C(C=CC1)CN(C(CC1=CN=CC2=CC=CC=C12)=O)C1=CC=C(C=C1)C=1C=NNC1 N-[(3-chlorophenyl)methyl]-2-(4-isoquinolyl)-N-[4-(1H-pyrazol-4-yl)phenyl]acetamide